(1R,2S)-2-(3-{[5-(cyclopropylmethoxy)-2-methylpyrimidin-4-yl]amino}-1H-indazol-6-yl)-5'-methoxyspiro[cyclopropane-1,3'-indol]-2'(1'H)-one C1(CC1)COC=1C(=NC(=NC1)C)NC1=NNC2=CC(=CC=C12)[C@@H]1C[C@@]12C(NC1=CC=C(C=C21)OC)=O